(Sa)-6-(1-([1,1'-Biphenyl]-4-ylmethyl)-5-(difluoromethoxy)-1H-indazole-7-carboxamido)spiro[3.3]heptane-2-carboxylic acid C1(=CC=C(C=C1)CN1N=CC2=CC(=CC(=C12)C(=O)NC1CC2(CC(C2)C(=O)O)C1)OC(F)F)C1=CC=CC=C1